((trifluoromethyl)sulfonyl)oxy-3,4-dihydropyridine-1(2H)-carboxylate FC(S(=O)(=O)OC1N(C=CCC1)C(=O)[O-])(F)F